5-bromo-6-chloro-1-cyclopropyl-7-fluoro-1,3-benzodiazole BrC1=CC2=C(N(C=N2)C2CC2)C(=C1Cl)F